CSC1=NC=C2C(=N1)N(C(N(C2)[C@H]2CCN(C1=CC=CC=C21)C(=O)OC(C)(C)C)=O)C2COCC2 tert-butyl (4S)-4-(7-(methylsulfanyl)-2-oxo-1-(tetrahydrofuran-3-yl)-1,2-dihydropyrimido[4,5-d]pyrimidin-3(4H)-yl)-3,4-dihydroquinoline-1(2H)-carboxylate